CC(CC(=O)C1=C(C(=C(OCCCCOC=2C=C(C(=O)OCC)C=CC2OC)C=C1)C)O)(C)C ethyl 3-(4-(4-(3,3-dimethylbutanoyl)-3-hydroxy-2-methylphenoxy)butoxy)-4-methoxybenzoate